C(#N)C=1C=C2C(=NC1)N(C=C2)C(=O)NC2=CC1=CN(N=C1C=C2OC)C2CCC(CC2)C=O 5-Cyano-N-[2-(4-formylcyclohexyl)-6-methoxy-indazol-5-yl]pyrrolo[2,3-b]pyridine-1-carboxamide